ClC=1C=C(C(=NC1)C(=NO)N)S(=O)C1=C(C=CC=C1)C 5-chloro-N'-hydroxy-3-(o-tolylsulfinyl)pyridine-2-carboxamidine